OC1=C(C=CC(=C1)OCCC(=O)OCCCCCCCC)C1=NC(=NC(=N1)C1=C(C=C(C=C1)OCCC(=O)OCCCCCCCC)O)C1=C(C=C(C=C1)OCCC(=O)OCCCCCCCC)O 2,4,6-Tris[2-hydroxy-4-[(octoxycarbonyl)ethyleneoxy]phenyl]-s-triazine